2-Methyl-pentanoic acid CC(C(=O)O)CCC